(E)-N'-(2,2-dimethyl-1-(pyridin-2-yl)propylidene)azetidine-1-carbothiohydrazide CC(/C(/C1=NC=CC=C1)=N\NC(=S)N1CCC1)(C)C